4-(4-chloro-6-((3-(triethoxysilyl)propyl)amino)-1,3,5-triazine-2-yl)-4-(2-(decanoyloxy)ethyl)morpholin-4-ium chloride [Cl-].ClC1=NC(=NC(=N1)NCCC[Si](OCC)(OCC)OCC)[N+]1(CCOCC1)CCOC(CCCCCCCCC)=O